methyl 3-[(4-methylpiperazin-1-yl)methyl]-5-(trifluoromethyl)benzoate 3-Bromo-5-(trifluoromethyl)benzoate BrC=1C=C(C(=O)O)C=C(C1)C(F)(F)F.CN1CCN(CC1)CC=1C=C(C(=O)OC)C=C(C1)C(F)(F)F